FC(OC1=C(C=C(C=C1)OC=1C=NN(C1)CC(=O)N1CCN(CC1)C)C1=NN(C=C1NC(=O)C=1C=NN2C1N=CC=C2)C)F N-[3-[2-(difluoromethoxy)-5-[1-[2-(4-methylpiperazin-1-yl)-2-oxo-ethyl]pyrazol-4-yl]oxy-phenyl]-1-methyl-pyrazol-4-yl]pyrazolo[1,5-a]pyrimidine-3-carboxamide